(S)-((3S)-1-methyl-3-piperidinyl)(6-(2-methyl-2H-pyrazolo[3,4-b]pyridin-5-yl)thieno[2,3-b]pyridin-2-yl)methanol CN1C[C@H](CCC1)[C@H](O)C1=CC=2C(=NC(=CC2)C2=CC=3C(N=C2)=NN(C3)C)S1